5-cyclohexylphenylaminocarbonyl-bicyclo[2.2.1]Hept-2-ene C1(CCCCC1)C=1C=CC=C(C1)NC(=O)C12C=CC(CC1)C2